tert-butyl (S)-4-(2-(5-(benzyloxy)-4-fluoropentanoyl)-5-ethyl-7-oxo-4-((2-(trimethylsilyl)ethoxy)methyl)-4,7-dihydro-[1,2,4]triazolo[1,5-a]pyrimidin-6-yl)piperazine-1-carboxylate C(C1=CC=CC=C1)OC[C@H](CCC(=O)C1=NN2C(N(C(=C(C2=O)N2CCN(CC2)C(=O)OC(C)(C)C)CC)COCC[Si](C)(C)C)=N1)F